4-decyloxy-2,2,6,6-tetramethylpiperidin-1-ol C(CCCCCCCCC)OC1CC(N(C(C1)(C)C)O)(C)C